tert-butyl (2-((3-(2,6-dioxopiperidin-3-yl)-4-oxo-3,4-dihydrophthalazin-5-yl)oxy)ethyl)carbamate O=C1NC(CCC1N1N=CC2=CC=CC(=C2C1=O)OCCNC(OC(C)(C)C)=O)=O